3-(isoxazol-3-yl)-1-methyl-1H-pyrazole-5-carboxylic acid O1N=C(C=C1)C1=NN(C(=C1)C(=O)O)C